(6-(2-((trans-4-morpholinocyclohexyl)amino)pyrrolo[2,1-f][1,2,4]triazin-5-yl)imidazo[1,2-a]pyridin-3-yl)(pyrrolidin-1-yl)methanone O1CCN(CC1)[C@@H]1CC[C@H](CC1)NC1=NN2C(C=N1)=C(C=C2)C=2C=CC=1N(C2)C(=CN1)C(=O)N1CCCC1